CC1(CC=2C=CC(=CC2CC1)N)C 6,6-dimethyl-5,6,7,8-tetrahydronaphthalen-2-amine